2-methyl-2-(5-(2-(6-methylpyridin-2-yl)imidazo[1,2-a]pyrimidin-3-yl)-1H-indazol-1-yl)-1-propanol CC(CO)(C)N1N=CC2=CC(=CC=C12)C1=C(N=C2N1C=CC=N2)C2=NC(=CC=C2)C